methyl 1-(pyridin-2-yl)-1H-pyrrole-3-carboxylate N1=C(C=CC=C1)N1C=C(C=C1)C(=O)OC